[3-(2-{5-[(1R,4R,7R)-7-amino-2-azabicyclo[2.2.1]heptane-2-carbonyl]-7-methoxy-1-methyl-1H-1,3-benzodiazol-2-yl}-1-(cyclopropylmethyl)-1H-indol-6-yl)phenyl]methanol N[C@H]1[C@@H]2N(C[C@H]1CC2)C(=O)C2=CC1=C(N(C(=N1)C=1N(C3=CC(=CC=C3C1)C=1C=C(C=CC1)CO)CC1CC1)C)C(=C2)OC